N-(1-cyanocyclopropyl)-3-(5-(difluoromethyl)-1,3,4-thiadiazol-2-yl)-8-((2R,5S)-5-ethyl-2-(hydroxymethyl)morpholino)imidazo[1,5-a]pyridine-6-sulfonamide C(#N)C1(CC1)NS(=O)(=O)C=1C=C(C=2N(C1)C(=NC2)C=2SC(=NN2)C(F)F)N2C[C@@H](OC[C@@H]2CC)CO